BrC[C@@H]1CC[C@H](CC1)C(F)(F)F trans-1-(Bromomethyl)-4-(trifluoromethyl)cyclohexan